COC1=C(C=CC(=C1)N)N(C)CCOC 2-methoxy-N1-(2-methoxyethyl)-N1-methyl-benzene-1,4-diamine